2-ethyl-methyl-(m-tolyl)butanamide C(C)C(C(=O)N)(C(C)C)C=1C=C(C=CC1)C